C(C)(C)(C)OC(=O)N1CC(C(C1)F)N1C(C=2C=C(C=NC2CC1)Br)=O 3-(3-bromo-5-oxo-7,8-dihydro-1,6-naphthyridine-6(5H)-yl)-4-fluoropyrrolidine-1-carboxylic acid tert-butyl ester